FC=1C=C(C=C(C1F)F)C(C)=O 3',4',5'-trifluoroacetophenone